C(C)(C)(C)C1=CC=CC2=CC=CC=C12 4-tert-butylnaphthalene